N[C@@]1([C@@H](CC[C@H](C1)CCB(O)O)CN(C)C)C(=O)O |r| rac-(1S,2S,5R)-1-amino-5-(2-boronoethyl)-2-((dimethylamino)methyl)cyclohexane-1-carboxylic acid